[Na].NC1=C2C(NNC(C2=CC=C1)=O)=O (5-amino-2,3-dihydro-1,4-phthalazinedione) sodium salt